N-cyclopropyl-N-(piperidin-4-ylmethyl)acetamide hydrochloride salt Cl.C1(CC1)N(C(C)=O)CC1CCNCC1